C1(=CC=CC=C1)P(OCC)(SCC)=O O,S-diethyl phenylphosphonothioate